C(C)(C)(C)OC(=O)N1CCN(CC1)C1=CC=C(C=C1)[C@H]1[C@H](CCC2=CC(=CC=C12)OC)C1=CC=CC=C1 4-(4-((1R,2S)-6-methoxy-2-phenyl-1,2,3,4-tetrahydronaphthalen-1-yl)phenyl)piperazine-1-carboxylic acid tert-butyl ester